tert-butyl (4S)-4-[7-chloro-3-(2-fluoro-6-methyl-phenyl)-2-oxo-4H-pyrido[4,3-d]pyrimidin-1-yl]azepane-1-carboxylate ClC1=CC=2N(C(N(CC2C=N1)C1=C(C=CC=C1C)F)=O)[C@@H]1CCN(CCC1)C(=O)OC(C)(C)C